O1CC(CCC1)N1CC(NCC1)=O 4-(tetrahydro-2H-pyran-3-yl)piperazin-2-one